1-(2-bromo-4-chlorophenyl)-4-chloro-1H-1,2,3-triazole BrC1=C(C=CC(=C1)Cl)N1N=NC(=C1)Cl